{3,5-di(trifluoromethyl)phenyl}ammonium borate B([O-])([O-])[O-].FC(C=1C=C(C=C(C1)C(F)(F)F)[NH3+])(F)F.FC(F)(F)C=1C=C(C=C(C1)C(F)(F)F)[NH3+].FC(F)(F)C=1C=C(C=C(C1)C(F)(F)F)[NH3+]